ClC1=C(C=CC(=C1F)F)C1N=C(N(C=C1C(=O)OCC)[C@@H]1CC[C@@H](CC1)C=1OC=C(N1)CC(=O)OCC)C=1SC=CN1 (cis)-ethyl 4-(2-chloro-3,4-difluorophenyl)-(4-(4-(2-ethoxy-2-oxoethyl)oxazol-2-yl)cyclohexyl)-2-(thiazol-2-yl)-1,4-dihydropyrimidine-5-carboxylate